BrC1=NC=C(C=C1F)F bromo-3,5-difluoropyridine